C(CCCCCCC)OC1=C(C(=O)C2=CC=CC=C2)C=CC=C1 n-octoxybenzophenone